The molecule is a 3-sn-phosphatidyl L-serine in which the phosphatidyl acyl group at both positions 1 and 2 is stearoyl. It has a role as a mouse metabolite. It derives from an octadecanoic acid. CCCCCCCCCCCCCCCCCC(=O)OC[C@H](COP(=O)(O)OC[C@@H](C(=O)O)N)OC(=O)CCCCCCCCCCCCCCCCC